2-(2-bromo-4-chloro-phenyl)acetic acid BrC1=C(C=CC(=C1)Cl)CC(=O)O